C1(CCCCC1)C(NC1=CC=C(C=C1)C)C=1OC(=CN1)C1=CC=CC=C1 N-(cyclohexyl-(5-phenyloxazol-2-yl)methyl)-4-methylaniline